(S)-1-(3-(3-(2-hydroxyphenyl)-7H-pyrrolo[2,3-c]pyridazin-6-yl)-4-methylpiperazin-1-yl)prop-2-en-1-one OC1=C(C=CC=C1)C1=CC2=C(N=N1)NC(=C2)[C@@H]2CN(CCN2C)C(C=C)=O